3-(NAPHTHALEN-2-YL)ACRYLALDEHYDE C1=C(C=CC2=CC=CC=C12)C=CC=O